C(C)N1C=C(C(C2=CC(=C(N=C12)N1CCNCC1)F)=O)C(C=CC1=CC=C(C=C1)OC)=O 1-ethyl-6-fluoro-7-piperazin-1-yl-3-(4-methoxycinnamoyl)-[1,8]naphthyridin-4(1H)-one